O=C1N(C(C=C1)=O)C=1C=C(C(=O)O)C=CC1 3-(2,5-di-oxo-3-pyrrolin-1-yl)benzoic acid